dimethoxysilylethylenediamine CO[SiH](OC)NCCN